BrCCCCCC(=O)OCC(CCCC)CC 2-Ethylhexyl 6-bromohexanoate